Br[SiH](N([SiH](Br)Br)C(C)C)Br 1,1,3,3-tetrabromo-2-iso-propyldisilazane